N-(4-((7-Methoxy-1H-indazol-6-yl)amino)-5-propionylpyridin-2-yl)cyclopropanecarboxamide COC=1C(=CC=C2C=NNC12)NC1=CC(=NC=C1C(CC)=O)NC(=O)C1CC1